C(#N)[C@H](CC1=CC=C(C=C1)C=1C=CC2=C(N(C(O2)=O)C)C1)NC(=O)[C@H]1OC[C@](CNC1)(CCC)O |o1:27| (2S,6R*)-N-[(1S)-1-cyano-2-[4-(3-methyl-2-oxo-2,3-dihydro-1,3-benzoxazol-5-yl)phenyl]ethyl]-6-hydroxy-6-propyl-1,4-oxazepane-2-carboxamide